C(C)(C)C1=C(NC2=CC=C(C=C12)C(=O)N1CC2C(C1)CN(C2)C(CN(C(OC(C)(C)C)=O)C)=O)C2=CC(=NC=C2)C tert-butyl (2-(5-(3-isopropyl-2-(2-methylpyridin-4-yl)-1H-indole-5-carbonyl)hexahydropyrrolo[3,4-c]pyrrol-2(1H)-yl)-2-oxoethyl)(methyl)carbamate